((3-(2,2,2-trifluoroethyl)cyclobutyl)methylene)propane-2-sulfinamide FC(CC1CC(C1)C=CC(C)S(=O)N)(F)F